OCCN(CCO)CP(OCC)(OCC)=O diethyl Bis-(2-hydroxyethyl)aminomethylphosphonate